ethyl 4,6-dichloro-5-methylquinoline-3-carboxylate ClC1=C(C=NC2=CC=C(C(=C12)C)Cl)C(=O)OCC